FC1=CC=C(C=C1)CC(=O)N1CC2(CC1)NC1=NC(=CC=C1CC2)C 2-(4-fluorophenyl)-1-(7-methyl-3,4-dihydro-1H-spiro[1,8-naphthyridine-2,3'-pyrrolidin]-1'-yl)ethan-1-one